1-naphthylmethylmethyl-p-hydroxyphenylsulfonium hexafluorophosphate F[P-](F)(F)(F)(F)F.C1(=CC=CC2=CC=CC=C12)C[S+](C1=CC=C(C=C1)O)C